CC=1C=C(C=CC1OC=1C=NC=CC1)NC1=NC=NC2=CC=3OC[C@H]4NCCN(C3N=C21)C4 (10S)-N-(3-methyl-4-(pyridin-3-yloxy)phenyl)-8,9,10,11-tetrahydro-7H-6,10-methanopyrimido[4',5':5,6]pyrido[3,2-b][1,4,7]oxadiazonin-4-amine